COC=1C=C2CCNC(C2=CC1)=O 6-(Methoxy)-3,4-dihydro-1(2H)-isoquinolinone